COC=1C(=C(C=O)C=CC1)N1CC(C1)OC 3-methoxy-2-(3-methoxyazetidin-1-yl)benzaldehyde